C(C=C)(=O)O.C(C=C)(=O)O.C1CCCCC1 cyclohexane diacrylate